BrC=1C(=CC=2C3=C(C=NC2C1F)N(C([C@@H]1N3C[C@H](N(C1)C(=O)OC(C)(C)C)C)=O)C)Cl tert-Butyl (2R,4aR)-10-bromo-11-chloro-9-fluoro-2,6-dimethyl-5-oxo-1,2,4,4a,5,6-hexahydro-3H-pyrazino[1',2':4,5]pyrazino[2,3-c]quinoline-3-carboxylate